tert-butyl (2S)-2-(hydroxymethyl)-6-methylidene-1,4-oxazepane-4-carboxylate OC[C@H]1OCC(CN(C1)C(=O)OC(C)(C)C)=C